1,4-dimethyl-7-prop-2-ylidene-2,3,4,5,6,8-hexahydro-1H-azulene CC1CCC=2C(CCC(CC12)=C(C)C)C